2-Methyl-6-(2-(2-methylpyridin-4-yl)imidazo[1,2-a]pyrimidin-3-yl)-2H-benzo[b][1,4]oxazin-3(4H)-one CC1C(NC2=C(O1)C=CC(=C2)C2=C(N=C1N2C=CC=N1)C1=CC(=NC=C1)C)=O